5-methoxy-N-(5-methyl-1H-pyrazol-3-yl)-6-(1-piperidinyl)-4-pyrimidinamine COC=1C(=NC=NC1N1CCCCC1)NC1=NNC(=C1)C